N-(5-CHLORO-6-(2H-1,2,3-TRIAZOL-2-YL)PYRIDIN-3-YL)-4-CYCLOPROPYL-3-ISOPROPYLISOTHIAZOLE-5-CARBOXAMIDE ClC=1C=C(C=NC1N1N=CC=N1)NC(=O)C1=C(C(=NS1)C(C)C)C1CC1